SC(C(=O)O)C(C(=O)O)S.C(CCP(C1=CC=CC=C1)(C1=CC=CC=C1)C1=CC=CC=C1)P(C1=CC=CC=C1)(C1=CC=CC=C1)C1=CC=CC=C1 propane-1,3-diylbis(triphenylphosphine) 2,3-dimercaptosuccinate